methyl 2-[(2R)-2-methylpyrrolidin-1-yl]-5,7-dihydrofuro[3,4-b]pyridine-3-carboxylate C[C@H]1N(CCC1)C1=C(C=C2C(=N1)COC2)C(=O)OC